O[C@@]1(C(N(CC1)C)=O)C1=CC(=NO1)C=1C=C(C=CC1)C=1SC(=C(N1)C(=O)N)CC(C)C (R)-2-(3-(5-(3-Hydroxy-1-methyl-2-oxopyrrolidin-3-yl)isoxazol-3-yl)phenyl)-5-isobutylthiazole-4-carboxamide